P(=O)(OC(C)(C)C)(OC(C)(C)C)OCC1=C(C=CC=C1)CO[Si](C)(C)C(C)(C)C di-tert-butyl (2-(((tert-butyldimethylsilyl) oxy) methyl) benzyl) phosphate